C1=CC=C(C=2SC3=C(C21)C=CC=C3)C=3O[C@@H]([C@]([C@@](C3)(O)OCC3=CC=CC=C3)(O)OCC3=CC=CC=C3)C(O)OCC3=CC=CC=C3 1-(Dibenzothien-4-yl)-3,4,6-tribenzyloxy-D-glucal